BrC1=CC(=C(C=C1)C1=CN(C(O1)=O)C1C(N(C(CC1)=O)CO)=O)F 3-(5-(4-bromo-2-fluorophenyl)-2-oxooxazol-3(2H)-yl)-1-(hydroxymethyl)piperidine-2,6-dione